C(C)(=O)NC=1C=C(C=CC1C(NC=1SC(=C(N1)C)[N+](=O)[O-])=O)NCCOCCOCCOCCOCCC(=O)O ((3-acetamido-4-((4-methyl-5-nitrothiazol-2-yl)carbamoyl)phenyl)amino)-3,6,9,12-tetraoxapentadecane-15-oic acid